FC1=C(C=2CC=3N(C2C=C1)C(C1=C(N3)N=CC=C1)=O)F 9,10-difluoropyrido[2',3':4,5]pyrimido[1,2-a]indol-5(11H)-one